4-{4-[(tert-butoxycarbonyl)(ethyl)amino]piperidin-1-yl}-2H-indazole-7-carboxylic acid C(C)(C)(C)OC(=O)N(C1CCN(CC1)C=1C2=CNN=C2C(=CC1)C(=O)O)CC